ClC1=CC2=C(C(CO2)N)C=C1 6-chloro-2,3-dihydrobenzofuran-3-amine